(4-chlorobenzyl)-8-(3-((4-hydroxycyclohexyl)oxy)prop-1-yn-1-yl)-1-(3-hydroxypropyl)-3-methyl-3,7-dihydro-1H-purine-2,6-dione ClC1=CC=C(CN2C(=NC=3N(C(N(C(C23)=O)CCCO)=O)C)C#CCOC2CCC(CC2)O)C=C1